6-amino-N-(4-((1-(3,4-dichlorophenyl)-4-methyl-4,5-dihydro-1H-pyrazol-3-yl)amino)-4-oxobutyl)hexanamide NCCCCCC(=O)NCCCC(=O)NC1=NN(CC1C)C1=CC(=C(C=C1)Cl)Cl